2-(1-Cyclobutyl-1H-pyrazol-4-yl)-5-({[1-(2,4-difluorophenyl)cyclopropyl]carbonyl}amino)-3-fluorobenzoic acid C1(CCC1)N1N=CC(=C1)C1=C(C(=O)O)C=C(C=C1F)NC(=O)C1(CC1)C1=C(C=C(C=C1)F)F